C(C(C)(C)C)C1=NC2=C3N=CC=CC3=CC=C2C=C1 2-neopentyl-1,10-phenanthroline